ethyl (E)-3-aminobut-2-enoate N/C(=C/C(=O)OCC)/C